3,4-dihydro-2H-benzo[b][1,4]oxazin-5-amine O1C2=C(NCC1)C(=CC=C2)N